OC[C@@]1(NC(CC1)=O)COC1=NC=CC2=CC=C(C=C12)OC(C)C 1-{[(2R)-2-(hydroxymethyl)-5-oxopyrrolidin-2-yl]methoxy}-7-(propan-2-yloxy)isoquinoline